BrC1=CC2=C(C=C1)C1=CC=C(C=C1C21C2=CC=C(C=C2OC=2C=C(C=CC12)Br)Br)Br 2,3',6',7-tetrabromospiro[fluorene-9,9'-xanthene]